2-azaspiro[3.3]heptan-6-yl methanesulfonate CS(=O)(=O)OC1CC2(CNC2)C1